C1=CC=CC=2C3=CC=CC=C3C(C12)COC(=O)N[C@H](C(=O)O)CC=1C2=C(N(N1)C)CCC2 (S)-2-((((9H-fluoren-9-yl)methoxy)carbonyl)amino)-3-(1-methyl-1,4,5,6-tetrahydrocyclopenta[c]pyrazol-3-yl)propanoic acid